3-(2,2-bis(aminomethyl)butoxy)-2,2-dimethylpropane-1-ol NCC(COCC(CO)(C)C)(CC)CN